1-[3-(4-Bromo-2-methyl-2H-pyrazol-3-yl)-4-(2-dimethylamino-ethoxy)-phenyl]-3-(4-fluoro-2-hydroxyphenyl)-urea BrC1=C(N(N=C1)C)C=1C=C(C=CC1OCCN(C)C)NC(=O)NC1=C(C=C(C=C1)F)O